[Ni].[Ni].[Ni].[Er] erbium trinickel